3,5-difluorotoluene FC=1C=C(C)C=C(C1)F